2,4-diaminoanisole NC1=C(C=CC(=C1)N)OC